cobalt corrinic acid C12(CCC(=N1)C=C1CCC(=N1)C=C1CCC(=N1)C=C1CCC2N1)C(=O)O.[Co]